CC=1C=CC2=C(C=C(O2)CN2C(C3=CN=CC(=C3C=C2)C2=CC=CC=C2)=O)C1 2-[(5-methyl-1-benzofuran-2-yl)methyl]-5-phenyl-1,2-dihydro-2,7-naphthyridin-1-one